(4-(((2-amino-5-fluorophenyl)amino)methyl)benzyl)carbamic acid tert-butyl ester C(C)(C)(C)OC(NCC1=CC=C(C=C1)CNC1=C(C=CC(=C1)F)N)=O